2-(4-(6-((4-(1-acetyl-1,2,3,6-tetrahydropyridin-4-yl)-2-fluorobenzyl)oxy)pyridin-2-yl)-2,5-difluorobenzyl)-1-(2-methoxyethyl)-1H-benzo[d]imidazole-6-carboxylic acid C(C)(=O)N1CCC(=CC1)C1=CC(=C(COC2=CC=CC(=N2)C2=CC(=C(CC3=NC4=C(N3CCOC)C=C(C=C4)C(=O)O)C=C2F)F)C=C1)F